BrC1=CC(=NC=C1)S(=O)(N(C)[Si](C)(C)C(C)(C)C)=N 4-bromo-N-(tert-butyldimethylsilyl)-N-methylpyridine-2-sulfonimidamide